C(C1=CC=CC=C1)OC1=C(N(C=CC1=O)CC(OC)OC)C(=O)NCC1=CC=C(C=C1)OC 3-benzyloxy-1-(2,2-dimethoxyethyl)-N-(4-methoxybenzyl)-4-oxo-1,4-dihydropyridine-2-carboxamide